ClC=1C=CC(=NC1)N[C@@H]1C[C@@H]2CN([C@H]1CC2)C(=O)C2=NC(=CC=C2C2=NC=CC=N2)C ((1S,4R,6R)-6-((5-chloropyridin-2-yl)amino)-2-azabicyclo[2.2.2]oct-2-yl)(6-methyl-3-(pyrimidin-2-yl)pyridin-2-yl)methanone